C(C)C=1C=C(C=CC1)C=1C=C(C(=NC1)C(=O)N1CCC(CC1)CN1CCN(CC1)CC(=O)N1CCN(CC1)C(=O)C=1C=C(C=CC1F)CC1=NNC(C2=CC=CC=C12)=O)F 4-[[3-[4-[2-[4-[[1-[5-(3-ethylphenyl)-3-fluoro-pyridine-2-carbonyl]-4-piperidyl]methyl]piperazin-1-yl]acetyl]piperazine-1-carbonyl]-4-fluoro-phenyl]methyl]-2H-phthalazin-1-one